The molecule is an organic bromide salt, a quaternary ammonium salt, a tertiary amine and a pyridinium salt. It has a role as a fluorochrome. It contains a FM 1-43(2+). CCCCN(CCCC)C1=CC=C(C=C1)/C=C/C2=CC=[N+](C=C2)CCC[N+](CC)(CC)CC.[Br-].[Br-]